ClC1=C(C=C(OCC(=O)N[C@H]2CC[C@@H](NC2)C(=O)NC2=CC(=CC=C2)C(F)(F)F)C=C1)F (2r,5s)-5-[2-(4-chloro-3-fluorophenoxy)acetamido]-N-[3-(trifluoromethyl)phenyl]piperidine-2-carboxamide